(S)-3-(1H-Benzo[d]imidazol-5-yl)-4-(4-phenylcyclohexyl)oxazolidin-2-on [(1S,2S)-2-(2,2-Dibromovinyl)cyclopropyl]methylbenzoate BrC(=C[C@@H]1[C@H](C1)COC(C1=CC=CC=C1)=O)Br.N1C=NC2=C1C=CC(=C2)N2C(OC[C@@H]2C2CCC(CC2)C2=CC=CC=C2)=O